C(CCCC(=O)[O-])C(=O)[O-] 1,4-BUTYLENEDICARBOXYLATE